ClC=1C=C(C=C(C1)Cl)N1CCC(CC1)S(=O)(=O)N1CCC(CC1)NC(C1=C(C=CC=C1)N(S(=O)(=O)C)C)=O N-[1-[[1-(3,5-Dichlorophenyl)-4-piperidyl]sulfonyl]-4-piperidyl]-2-[methyl-(methylsulfonyl)amino]benzamide